6-[7-fluoro-2-[1-(2-fluoroethyl)-4-piperidyl]indazol-5-yl]-2,8-dimethyl-imidazo[1,2-b]pyridazine FC1=CC(=CC2=CN(N=C12)C1CCN(CC1)CCF)C=1C=C(C=2N(N1)C=C(N2)C)C